3-methyl-4-(4,4,5,5-tetramethyl-1,3,2-dioxaborolan-2-yl)-5-(trifluoromethyl)-1H-pyrazole CC1=NNC(=C1B1OC(C(O1)(C)C)(C)C)C(F)(F)F